C1(CCCCC1)C1=NC(=NC=N1)NCC1=C(N=NN1C)C1=CC=C(C(=N1)C)O[C@@H]1C[C@H](CCC1)C(=O)O (1S,3S)-3-((6-(5-(((4-cyclohexyl-1,3,5-triazin-2-yl)amino)methyl)-1-methyl-1H-1,2,3-triazol-4-yl)-2-methylpyridin-3-yl)oxy)cyclohexane-1-carboxylic acid